N-(4-(4-amino-7-(4(S)-((1-fluoropropane-2(S)-yl)amino)cyclohex-1-en-1-yl)-1-isopropyl-1H-pyrazolo[4,3-c]pyridin-3-yl)-2-fluorophenyl)-1-(2-chlorophenyl)methanesulfonamide NC1=NC=C(C2=C1C(=NN2C(C)C)C2=CC(=C(C=C2)NS(=O)(=O)CC2=C(C=CC=C2)Cl)F)C2=CC[C@H](CC2)N[C@H](CF)C